Cl.COC1=CC=C(C(OCC)=N)C=C1 ethyl 4-methoxybenzimidate hydrochloride